ClC1=NC=C(C2=C1N=C(S2)C)B(O)O (4-CHLORO-2-METHYLTHIAZOLO[4,5-C]PYRIDIN-7-YL)BORONIC ACID